N3-(4-methylphenyl)-1H-1,2,4-triazole-3,5-diamine CC1=CC=C(C=C1)NC1=NNC(=N1)N